((4-chlorophenyl)sulfonyl)-3-(4-fluorophenyl)-4-phenyl-N-(4-sulfamoylbutyl)-4,5-dihydro-1H-pyrazole-1-carboxamide ClC1=CC=C(C=C1)S(=O)(=O)C1(C(=NN(C1)C(=O)NCCCCS(N)(=O)=O)C1=CC=C(C=C1)F)C1=CC=CC=C1